2-[4-(2-oxocyclopentylmethyl)phenyl]propionic acid O=C1C(CCC1)CC1=CC=C(C=C1)C(C(=O)O)C